Benzyl (3-(2-(3-iodophenyl)-2-methyl-3-oxobutoxy)propyl)(methyl)-carbamate IC=1C=C(C=CC1)C(COCCCN(C(OCC1=CC=CC=C1)=O)C)(C(C)=O)C